Cl.CS(=O)(=O)CCCO[C@@H]1CC[C@H](CC1)N trans-4-(3-(methylsulfonyl)propoxy)cyclohexane-1-amine monohydrochloride